5-cyano-N-(1-cyclobutyl-1H-pyrazol-4-yl)-6-methylpyridine-2-carboxamide C(#N)C=1C=CC(=NC1C)C(=O)NC=1C=NN(C1)C1CCC1